1-(4-fluorophenyl)-6-(methoxymethyl)-2-oxopyridine-3-carboxamide FC1=CC=C(C=C1)N1C(C(=CC=C1COC)C(=O)N)=O